2-(3-((R)-2-((R)-1-hydroxyethyl)pyrrolidin-1-yl)-5-methyl-1,2,4-triazin-6-yl)-5-(trifluoromethyl)phenol O[C@H](C)[C@@H]1N(CCC1)C=1N=NC(=C(N1)C)C1=C(C=C(C=C1)C(F)(F)F)O